(Z)-7-tetradecanal CCCCCCC(CCCCCCC)=O